2-[(2,6-difluoro-4-pyridyl)-(oxetane-3-carbonyl)amino]-5-methyl-N-[(3R)-spiro[3.4]octan-3-yl]-thiazole-4-carboxamide FC1=NC(=CC(=C1)N(C=1SC(=C(N1)C(=O)N[C@@H]1CCC12CCCC2)C)C(=O)C2COC2)F